Endo-3-((4-((4-([1,2,4]triazolo[1,5-a]pyridin-7-yloxy)-2-fluoro-3-methylphenyl)amino)quinazolin-6-yl)oxy)-8-azabicyclo[3.2.1]octane-8-carboxylic acid tert-butyl ester C(C)(C)(C)OC(=O)N1C2CC(CC1CC2)OC=2C=C1C(=NC=NC1=CC2)NC2=C(C(=C(C=C2)OC2=CC=1N(C=C2)N=CN1)C)F